FC(C(=O)O)(F)F.FC(C(=O)O)(F)F.FC(C(=O)O)(F)F.O=CCCC(=O)O 4-oxobutanoic acid Tritrifluoroacetate